COC([C@@H](N)CC1=CC(I)=C(C(I)=C1)O)=O diiodotyrosine Methyl Ester